CC(=O)N[C@@H]1[C@H]([C@@H]([C@H](O[C@@H]1O[C@H]2[C@H]([C@@H]([C@H](O[C@@H]2O[C@@H]3[C@@H]([C@H](O[C@@H]([C@H]3O[C@H]4[C@@H]([C@H]([C@@H]([C@H](O4)CO)O)O)O)[C@H](CO)O)O)O)[C@H](CO)O)O)OP(=O)(O)OCCN)CO)O)O The molecule is a branched amino tetrasaccharide and oligosaccharide phosphate comprising an N-acetyl-D-glucosamine residue, a D-glucose residue and two L-glycero-D-manno-heptose residues (one of which is phosphoethanolamine-substituted on O-3), with linkages as shown. It is an oligosaccharide phosphate and an amino tetrasaccharide.